C12CCC(CC1)N2C2=NC(=CC1=C2N=C(N=C1)NC=1N=NC(=CC1)N1CCNCC1)C1CC(CC1)=O 8-(7-azabicyclo[2.2.1]heptan-7-yl)-6-(oxocyclopent-3-yl)-N-(6-piperazin-1-ylpyridazin-3-yl)pyrido[3,4-d]pyrimidin-2-amine